(1R,4r)-4-(4-Benzylpiperazin-1-yl)cyclohexanol C(C1=CC=CC=C1)N1CCN(CC1)C1CCC(CC1)O